1-((8-(2,6-difluoro-4-nitrophenoxy)-3-methoxy-1,5-naphthyridin-2-yl)oxy)cyclopropane-1-carboxylic acid methyl ester COC(=O)C1(CC1)OC1=NC2=C(C=CN=C2C=C1OC)OC1=C(C=C(C=C1F)[N+](=O)[O-])F